ClC=1C=NC(=C(C(=O)O)C1)CN1[C@@](C2=C(C=C(C=C2C1=O)[C@@](CC)(O)C1(CCOCC1)F)F)(OC)C1=CC=C(C=C1)Cl 5-chloro-2-(((R)-1-(4-chlorophenyl)-7-fluoro-5-((R)-1-(4-fluorotetrahydro-2H-pyran-4-yl)-1-hydroxypropyl)-1-methoxy-3-oxoisoindolin-2-yl)methyl)nicotinic acid